O1COC2=C1C=CC(=C2)C2=NOC(=N2)CSC=2SC1=C(N2)C=CC=C1 2-({[3-(2H-1,3-benzodioxol-5-yl)-1,2,4-oxadiazol-5-yl]methyl}sulfanyl)-1,3-benzothiazole